2-[1-[2-(4,4-dimethyl-1-piperidyl)-3,6-dimethyl-4-oxo-chromen-8-yl]ethylamino]benzoic acid CC1(CCN(CC1)C=1OC2=C(C=C(C=C2C(C1C)=O)C)C(C)NC1=C(C(=O)O)C=CC=C1)C